FC1(CC1)C1=NC=CC(=N1)C=1C=C2C=C(N=CC2=CC1)CNC(OC(C)(C)C)=O tert-butyl ((6-(2-(1-fluorocyclopropyl)pyrimidin-4-yl)isoquinolin-3-yl)methyl)carbamate